2-bromo-5,6,7,8-tetrahydro-4H-pyrazolo[1,5-a][1,4]diazepin-4-one BrC1=NN2C(C(NCCC2)=O)=C1